C(CCCCCCCCCCCCCCCCC)(=O)NCCCN(C)C 3-Stearamidopropyl-Dimethylamine